N-[4-(phenanthr-9-yl)phenyl][1,1'-biphenyl]-4-amine C1=CC=CC=2C3=CC=CC=C3C(=CC12)C1=CC=C(C=C1)NC1=CC=C(C=C1)C1=CC=CC=C1